triphenyl-phosphine bromovalerate BrC(C(=O)O)CCC.C1(=CC=CC=C1)P(C1=CC=CC=C1)C1=CC=CC=C1